C[C@@H]1CC=2C=NN(C2CC1)[C@@H]1C(N(C2=C(OC1)C=CC=C2)C)=O (S)-5-methyl-N-((S)-5-methyl-4-oxo-2,3,4,5-tetrahydrobenzo[b][1,4]oxazepin-3-yl)-4,5,6,7-tetrahydro-1H-indazole